FC1S(OC(C1O[SH2]OOCC1OC(OCC1F)=O)C)(=O)=O 3-fluoro-4-[({[(5-fluoro-2-oxo-1,3-dioxan-4-yl)methyl]oxy}(oxy)-λ4-thio)oxy]-5-methyl-2λ6-1,2-oxathiolan-2,2-dione